NC=1N=NC(=CC1C=1C=NN(C1)C1CCC(CC1)N1CC([C@H](CC1)C=1C=C(C=CC1)N([C@H]1C(NC(CC1)=O)=O)C)(F)F)C1=C(C=CC=C1)O (R)-3-((3-((R)-1-((1r,4R)-4-(4-(3-amino-6-(2-hydroxyphenyl)pyridazin-4-yl)-1H-pyrazol-1-yl)cyclohexyl)-3,3-difluoropiperidin-4-yl)phenyl)(methyl)amino)piperidine-2,6-dione